3-[2-(4-phenoxybenzoyl)-1,2,3,4-tetrahydroisoquinolin-5-yl]-3-(7-methoxy-1-methyl-1H-benzo[d][1,2,3]triazol-5-yl)propionic acid O(C1=CC=CC=C1)C1=CC=C(C(=O)N2CC3=CC=CC(=C3CC2)C(CC(=O)O)C2=CC3=C(N(N=N3)C)C(=C2)OC)C=C1